[N+](=O)([O-])C=1N=C2OC(CCN2C1)CO (2-nitro-6,7-dihydro-5H-imidazo[2,1-b][1,3]oxazin-7-yl)methanol